tert-butyl 6-(4-(1H-pyrazol-4-yl) phenyl)-8-((3-methoxyphenyl) amino)-7-oxo-2,6-diazaspiro[3.4]octane-2-carboxylate N1N=CC(=C1)C1=CC=C(C=C1)N1CC2(CN(C2)C(=O)OC(C)(C)C)C(C1=O)NC1=CC(=CC=C1)OC